tert-butyl 4-[3-ethoxy-1-[[3-(5-methyl-1,2,4-oxadiazol-3-yl)benzoyl]amino]-3-oxo-propyl]piperidine-1-carboxylate C(C)OC(CC(NC(C1=CC(=CC=C1)C1=NOC(=N1)C)=O)C1CCN(CC1)C(=O)OC(C)(C)C)=O